FC1(OC2=C(O1)C=CC(=C2)[C@H](C)NC2=NC=CC(=C2)N2N=C(C=1CCC[C@@H](C21)N)C(F)(F)F)F (7S)-1-[2-[[(1S)-1-(2,2-difluoro-1,3-benzodioxol-5-yl)ethyl]amino]-4-pyridinyl]-3-(trifluoromethyl)-4,5,6,7-tetrahydroindazol-7-amine